3-Formyl-7-diethylaminoquinolin-2(1H)-one C(=O)C=1C(NC2=CC(=CC=C2C1)N(CC)CC)=O